N1N=CC=2C1=NC=C(C2)CN2CC1=C(CC2)C(=CS1)C(=O)NC1=CC(=NN1C)C(C)(C)C 6-((1H-pyrazolo[3,4-b]pyridin-5-yl)methyl)-N-(3-(tert-butyl)-1-methyl-1H-pyrazol-5-yl)-4,5,6,7-tetrahydrothieno[2,3-c]pyridine-3-carboxamide